FC1=CC=C(C=N1)N1N=C(C2=CC=C(C(=C12)C)C=1C=NN(C1)C)C=1C2=CN(N=C2C=CC1)C 1-(6-fluoropyridin-3-yl)-2',7-dimethyl-6-(1-methyl-1H-pyrazol-4-yl)-1H,2'H-3,4'-biindazole